2-(4-Chlorophenyl-methyl)benzimidazole ClC1=CC=C(C=C1)CC=1NC2=C(N1)C=CC=C2